C(C=C)(=O)N1CC(CC(C1)(F)F)C(=O)NC=1C=CC(=NC1)NC(C1=NC(=CC=C1)C1=C(C=NN1)Cl)=O N-(5-(1-acryloyl-5,5-difluoropiperidine-3-carboxamido)pyridin-2-yl)-6-(4-chloro-1H-pyrazol-5-yl)picolinamide